C(C)OC(=O)C1C(C=C(CC1C(C)C)C)C 6-isopropyl-2,4-dimethylcyclohex-3-ene-1-carboxylic acid ethyl ester